(3R)-3-[5-[4-(2-hydroxyethyl)-1-piperidinyl]-3,4-dihydro-2H-quinolin-1-yl]piperidine-2,6-dione OCCC1CCN(CC1)C1=C2CCCN(C2=CC=C1)[C@H]1C(NC(CC1)=O)=O